C(C)(C)C(CCCC)OC(C)=O.C(C)(=O)O acetic acid (1-isopropyl-pentyl)acetate